C(C1=CC=CC=C1)NC(N(C1CCC(CC1)NC1=NC=C(C=C1)C#N)C1=CC=C(C=C1)N1CCN(CC1)C(=O)[O-])=O 4-(4-(3-benzyl-1-((1r,4r)-4-((5-cyanopyridin-2-yl)amino)cyclohexyl)ureido)phenyl)piperazine-1-carboxylate